N-(4-((4-(4,4-difluoropiperidin-1-yl)phenyl)amino)benzyl)-N-hydroxy-1-methyl-2-oxo-1,2-dihydropyridine-4-carboxamide FC1(CCN(CC1)C1=CC=C(C=C1)NC1=CC=C(CN(C(=O)C2=CC(N(C=C2)C)=O)O)C=C1)F